1-(2,5-dimethylbenzyl)piperidin CC1=C(CN2CCCCC2)C=C(C=C1)C